C(CCCCCCCCC)(=O)OC(CSCCCCC)CCCCC1(OCC(O1)CCO)CCCCC(CSCCCCC)OC(CCCCCCCCC)=O (4-(2-Hydroxyethyl)-1,3-dioxolane-2,2-diyl)bis(1-(pentylthio)hexane-6,2-diyl) bis(decan-oate)